C(C)(=O)OCOC=1C(=NC=CC1OC)C(=O)N[C@@H](C)C(=O)OC(C)C(C)C1=NC=C(C=C1Cl)Cl 3-(3,5-dichloropyridin-2-yl)butan-2-yl N-{[3-(acetoxymethoxy)-4-methoxypyridin-2-yl]carbonyl}-L-alaninate